3-(4-chlorophenyl)-6-(hydroxymethyl)-3H,4H,6H,7H-pyrano[3,4-d]imidazol-4-one ClC1=CC=C(C=C1)N1C=NC2=C1C(OC(C2)CO)=O